4-(1-benzyl-1H-1,2,3-triazol-4-yl)-1H-pyrrolo[2,3-b]pyridin C(C1=CC=CC=C1)N1N=NC(=C1)C1=C2C(=NC=C1)NC=C2